(P)-(1S,9S)-6-(2-chloro-6-hydroxyphenyl)-4-(2-(2-propenoyl)-2,6-diazaspiro[3.4]octan-6-yl)-3-azatricyclo[7.1.1.02,7]undeca-2,4,6-triene-5-carbonitrile ClC1=C(C(=CC=C1)O)C=1C(=C(N=C2C3CC(CC12)C3)N3CC1(CN(C1)C(C=C)=O)CC3)C#N